C(C1=CC=CC=C1)OC(=O)NC[C@@H](C(=O)O)O (S)-3-(((Benzyloxy)carbonyl)amino)-2-hydroxypropanoic acid